OCC(CO)(CO)CCS(=O)(=O)O 2-[1,3-dihydroxy-2-(hydroxymethyl)propan-2-yl]ethanesulfonic acid